ClC1=C(C=CC=C1)C1(C(CCC1)=O)NC 2-(2-chlorophenyl)-2-(methylamino)cyclopentan-1-one